[Si](C1=CC=CC=C1)(C1=CC=CC=C1)(C(C)(C)C)OC[C@H]1OC([C@H]2[C@@H]1OC(O2)(C)C)C(C#N)=COCC#N ((3aS,6R,6aR)-6-(((tert-butyldiphenylsilyl)oxy)methyl)-2,2-dimethyltetrahydrofuro[3,4-d][1,3]dioxol-4-yl)-3-(cyanomethoxy)acrylonitrile